(S)-2-amino-N1,N1,N5,N5-tetrakis(2-(((2S,3S,4S,5S,6R)-3,4,5-trihydroxy-6-(hydroxymethyl)tetrahydro-2H-pyran-2-yl)oxy)ethyl)pentanediamide N[C@H](C(=O)N(CCO[C@H]1O[C@@H]([C@H]([C@@H]([C@@H]1O)O)O)CO)CCO[C@H]1O[C@@H]([C@H]([C@@H]([C@@H]1O)O)O)CO)CCC(=O)N(CCO[C@H]1O[C@@H]([C@H]([C@@H]([C@@H]1O)O)O)CO)CCO[C@H]1O[C@@H]([C@H]([C@@H]([C@@H]1O)O)O)CO